C(C)(=O)C1=NN(C2=CC=C(C=C12)C=1C=NC=2N(C1)N=C(C2C#N)C)CC(=O)O 2-{3-Acetyl-5-(3-cyano-2-methylpyrazolo[1,5-a]pyrimidin-6-yl)-1H-indazol-1-yl}acetic acid